3,5-dimethoxy-4-ethylthiophenethylamine COC=1C=C(CCN)C=C(C1SCC)OC